2-(trimethylsilyl)ethyl-2-{2-deoxy-2-fluoro-3-O-[hydroxy(oxo)-λ5-phosphanyl]-β-D-ribofuranosyl}-2,7,8,9-tetrahydro-6H-2,3,5,6-tetraazabenzo[cd]azulene C[Si](CCC=1N(C2=C3C(NCCCC13)=NC=N2)[C@H]2[C@@H]([C@H](OP(=O)O)[C@H](O2)CO)F)(C)C